2-fluoropyrazolo[1,5-a]pyrimidin-5-ol FC1=NN2C(N=C(C=C2)O)=C1